6-methoxy-1,3-dihydroisobenzofuran-5-carboxylic acid methyl ester COC(=O)C=1C=C2COCC2=CC1OC